ethyl 3-isopropyl-1-methyl-7-(2,3,5-trifluorophenyl)-1H-indole-2-carboxylate C(C)(C)C1=C(N(C2=C(C=CC=C12)C1=C(C(=CC(=C1)F)F)F)C)C(=O)OCC